1-(oxazol-2-yl)-3-phenylurea O1C(=NC=C1)NC(=O)NC1=CC=CC=C1